(((2,2-difluoro-1-hydroxy-7-(trifluoromethylsulfanyl)-2,3-dihydro-1H-inden-4-yl)oxy)methyl)-3-fluorocyclobutane-1-carbonitrile FC1(C(C2=C(C=CC(=C2C1)OCC1(CC(C1)F)C#N)SC(F)(F)F)O)F